SCCC(=O)O.SCCC(=O)O.SCCC(=O)O.SCCC(=O)O.SCCC(=O)O.OCC(CO)(CO)CO pentaerythritol penta(3-mercaptopropionate)